4,5-dibromophthalic acid BrC=1C=C(C(C(=O)O)=CC1Br)C(=O)O